mono-isononyl succinate C(CCC(=O)[O-])(=O)OCCCCCCC(C)C